(2R,3R,4S,5R)-4-[[3-[3-(Difluoromethyl)-4-fluoro-2-methoxy-phenyl]-4,5-dimethyl-5-(trifluoromethyl)tetrahydrofuran-2-carbonyl]amino]pyridin-2-carboxamid FC(C=1C(=C(C=CC1F)[C@@H]1[C@@H](O[C@]([C@H]1C)(C(F)(F)F)C)C(=O)NC1=CC(=NC=C1)C(=O)N)OC)F